COC1=CC=C(CN2N=C(C=C2N)C2=C(N=NC=C2)C)C=C1 1-(4-Methoxybenzyl)-3-(3-methylpyridazin-4-yl)-1H-pyrazol-5-amine